tert-butyl (R)-(1-(((3-(2-((6-fluoro-2-methylpyridin-3-yl)oxy)-4-methyl-5-(trifluoromethyl)nicotinamido)phenyl)(methyl) (oxo)-λ6-sulfaneylidene)carbamoyl)cyclopropyl)carbamate FC1=CC=C(C(=N1)C)OC1=C(C(=O)NC=2C=C(C=CC2)[S@](=O)(C)=NC(=O)C2(CC2)NC(OC(C)(C)C)=O)C(=C(C=N1)C(F)(F)F)C